CC=1C=CC(=C2C(NC(C12)=O)C1=C(C=CC=C1)C)NC(=O)C=1C2=C(SC1)C=CC=C2 N-(7-methyl-1-oxo-3-(o-tolyl)isoindolin-4-yl)benzo[b]thiophene-3-carboxamide